tert-butyl 1-((5-((5-fluoropyridin-2-yl)oxy)pyridin-2-yl)carbamoyl)-6-azaspiro[2.5]octane-6-carboxylate FC=1C=CC(=NC1)OC=1C=CC(=NC1)NC(=O)C1CC12CCN(CC2)C(=O)OC(C)(C)C